BrC(C(=O)OC(C)(C)C)C1=CC(=CC=2N(C(N(C21)C)=O)C2(CC2)C)C tert-Butyl 2-bromo-2-(3,6-dimethyl-1-(1-methylcyclopropyl)-2-oxo-2,3-dihydro-1H-benzo[d]imidazol-4-yl)acetate